(4-(difluoromethyl)oxazol-5-yl)methanone FC(C=1N=COC1C=O)F